5-[3,5-dichloro-4-[(5-isopropyl-6-oxo-1H-pyridazin-3-yl)oxy]phenyl]-1H-pyrimidine-2,4-dione ClC=1C=C(C=C(C1OC1=NNC(C(=C1)C(C)C)=O)Cl)C=1C(NC(NC1)=O)=O